[3-14C]Pyrazolo[3,4-d]Pyrimidine-4-amine N1N=[14CH]C=2C1=NC=NC2N